C(C)(C)(C)OC(=O)N1CC(C1)(COC1=C(C=CC=C1)C)O 3-hydroxy-3-((tolyloxy)methyl)azetidine-1-carboxylic acid tert-butyl ester